7-((8-amino-7-fluoro-6-(8-methyl-2,3-dihydro-1H-pyrido[2,3-b][1,4]oxazin-7-yl)isoquinolin-3-yl)amino)-2-methyl-3,4-dihydroisoquinolin-1(2H)-one NC=1C(=C(C=C2C=C(N=CC12)NC1=CC=C2CCN(C(C2=C1)=O)C)C1=C(C2=C(OCCN2)N=C1)C)F